CC1=CC(=CC=2C=3N(CCOC21)C=NC3)C(=O)[O-].[Li+] Lithium 8-methyl-5,6-dihydrobenzo[f]imidazo[1,5-d][1,4]oxazepine-10-carboxylate